S(N)(=O)(=O)NCCC1CN(C1)C1=NC(=NC2=CC(=C(C=C12)OC)OC)C1=CC=NC=C1 4-(3-(2-sulfamoylaminoethyl)azetidine-1-yl)-6,7-dimethoxy-2-(pyridin-4-yl)quinazoline